FC=1C=C(C=C(C1)F)[C@@H]1CC[C@H]2OC3(C(N21)=O)CC(C3)O[C@@H](C)C3=NC=CC=C3F |o1:21| (1S or R,3S or R,5'S,7a'R)-5'-(3,5-difluorophenyl)-3-((S or R)-1-(3-fluoropyridin-2-yl)ethoxy)tetrahydro-3'H-spiro[cyclobutane-1,2'-pyrrolo[2,1-b]oxazol]-3'-one